N-[(3S,4S)-1-(4,4-difluorocyclohexyl)-3-methyl-4-piperidyl]-6-[3-(4-mesyl-2-anisidino)-1-propynyl]-1-(2,2,2-trifluoroethyl)-1H-1,3-benzimidazole-4-carboxamide FC1(CCC(CC1)N1C[C@@H]([C@H](CC1)NC(=O)C1=CC(=CC=2N(C=NC21)CC(F)(F)F)C#CCNC=2C(OC)=CC=C(C2)S(=O)(=O)C)C)F